C(=CC(C)=C)C1=NC=CN=C1 Isoprenylpyrazin